C(C=C)(=O)N1[C@@H](CN(CC1)C1=C(C(N(C2=NC(=C(C=C12)Cl)C1=C(C(=C(C(=C1F)F)F)F)N)C=1C(=NC=CC1C)C(C)C)=O)C#N)C ((R)-4-acryloyl-3-methylpiperazin-1-yl)-7-(2-amino-3,4,5,6-tetrafluorophenyl)-6-chloro-1-(2-isopropyl-4-methylpyridin-3-yl)-2-oxo-1,2-dihydro-1,8-naphthyridine-3-carbonitrile